O1C(OCC1)C=1C=CC(=NC1)C=1C=C(C=CC1)NC=1C=C(C=2N(N1)C(=CN2)C(=O)NC2C(C2)OC)N(C)CC2=CC=C(C=C2)OC 6-({3-[5-(1,3-Dioxolan-2-yl)pyridin-2-yl]phenyl}amino)-N-(2-methoxycyclopropyl)-8-{[(4-methoxyphenyl)methyl](methyl)amino}imidazo[1,2-b]pyridazine-3-carboxamide